(S)-5,5-difluoro-6-methyl-2-prop-2-enoyl-2,7-diazaspiro[3.5]nonane-7-carboxylate FC1(C2(CN(C2)C(C=C)=O)CCN([C@H]1C)C(=O)[O-])F